3-methanesulfonyl-4-methylaniline CS(=O)(=O)C=1C=C(N)C=CC1C